2-(1-methylbutyl)-2-cyclopenten-1-one CC(CCC)C=1C(CCC1)=O